FC1=C(C=CC(=C1)F)S(=O)(=O)NC=1C=C(C=NC1OC)C1=CC2=C(N=CN=C2)C=N1 6-(5-((2,4-difluorophenyl)sulfonamido)-6-methoxypyridin-3-yl)pyrido[3,4-d]pyrimidine